C(CCCCCCC)C(COC(CCCCO[C@@H]1[C@@H](CN(C1)CCCO)OCCCCC(=O)OCC(CCCCCCCCCC)CCCCCCCC)=O)CCCCCCCCCC bis(2-octyldodecyl)5,5'-(((3R,4S)-1-(3-hydroxypropyl)pyrrolidine-3,4-diyl)bis(oxy))dipentanoate